2-{2-[Methyl-(2,2,6,6-tetramethylpiperidin-4-yl)amino][1,3]thiazolo[5,4-b]pyridin-5-yl}-5-(1H-pyrazol-4-yl)phenol-Hydrochlorid Cl.CN(C=1SC2=NC(=CC=C2N1)C1=C(C=C(C=C1)C=1C=NNC1)O)C1CC(NC(C1)(C)C)(C)C